4-(5-(3-((2-(3-carboxypropionyl)-6-methoxybenzo[b]thiophen-5-yl)oxy)propoxy)-6-methoxyisoindolin-2-yl)-4-oxobutanoic acid C(=O)(O)CCC(=O)C1=CC2=C(S1)C=C(C(=C2)OCCCOC=2C=C1CN(CC1=CC2OC)C(CCC(=O)O)=O)OC